(7R)-4-fluoro-7-methyl-8,14-dioxa-10,19,20-triazatetracyclo[13.5.2.12,6.018,21]tricosa-1(20),2,4,6(23),15,17,21-heptaen-9-one FC=1C=C2C3=NNC4=CC=C(OCCCNC(O[C@@H](C(C1)=C2)C)=O)C=C34